(2-(2'-(4-methyl-4H-1,2,4-triazol-3-yl)-[1,1'-biphenyl]-3-yl)-7-(trifluoromethyl)-1H-benzo[d]imidazol-5-yl)(5-azaspiro[2.4]hept-5-yl)methanone CN1C(=NN=C1)C1=C(C=CC=C1)C1=CC(=CC=C1)C1=NC2=C(N1)C(=CC(=C2)C(=O)N2CC1(CC1)CC2)C(F)(F)F